[C@@H]1(C[C@H](O)[C@@H](CO)O1)N1C(=O)N=C(N)C=C1 L-2'-deoxy-cytidine